C(CCCCCCCCCCCCCCCC)(=O)N[C@@H](CC1=CC=C(C=C1)O)C(=O)O N-margaroyl-tyrosine